CN(C(=O)[C@H]1N(C(NC1)=O)C1=NC(=CC(=C1)C(F)(F)F)C)C1=CC=C2C=NN(C2=C1)C (S)-N-methyl-N-(1-methyl-1H-indazol-6-yl)-3-(6-methyl-4-(trifluoromethyl)pyridin-2-yl)-2-oxoimidazolidine-4-carboxamide